C(#N)C=1C(=CC(=NC1N1[C@H](CC1)C)N1CC2(CN(C2)C(=O)OC(C)(C)C)C1)C(F)(F)F tert-butyl (S)-6-(5-cyano-6-(2-methylazetidin-1-yl)-4-(trifluoromethyl) pyridin-2-yl)-2,6-diazaspiro[3.3]heptane-2-carboxylate